FC(OC1=NC(=CC=C1NC(N(C1=C(C=CC=C1)C(C)(C)F)C1CCC(CC1)C(=O)OC)=O)OC)F methyl (1r,4r)-4-(3-(2-(difluoromethoxy)-6-methoxypyridin-3-yl)-1-(2-(2-fluoropropan-2-yl)phenyl)ureido)cyclohexane-1-carboxylate